C(C=C)(=O)N1C[C@@H]2N(C3=C(CN(C=4N=C(C(=CC34)F)C3=C(C=CC=C3OC)F)C=3C(=NC=NC3C)C(C)C)N(C2)C)CC1 (4aR)-3-acryloyl-11-fluoro-10-(2-fluoro-6-methoxyphenyl)-8-(4-isopropyl-6-methylpyrimidin-5-yl)-6-methyl-2,3,4,4a,6,8-hexahydro-1H-pyrazino[1',2':4,5]pyrazino[2,3-c][1,8]naphthyridin